Cl.NC(C(=O)N1CCN(CC1)C(=O)NC1=NC(N(C=C1)C1=CC=2CCC(CC2C=C1)N1CCC(CC1)CCN)=O)(C)C 4-(2-amino-2-methylpropanoyl)-N-(1-(6-(4-(2-aminoethyl)piperidin-1-yl)-5,6,7,8-tetrahydronaphthalen-2-yl)-2-oxo-1,2-dihydropyrimidin-4-yl)piperazine-1-carboxamide hydrochloride